C(C)(=O)[C@@]1([C@@H](O[C@@H]([C@]1(O)C(C)=O)CO)N1C(=O)NC(=O)C=C1)O 2',3'-DIACETYLURIDIN